N[C@@H](CCC(=O)N[C@@H](CSC)C(=O)O)C(=O)O γ-glutamyl-S-methyl-cysteine